COC=1C=C(C=CC1)NCCNC1=C(CO)C=CC=C1 2-(2-(3-methoxyphenylamino)ethylamino)benzyl alcohol